ClC=1C=C(C=CC1F)NC1=NC=NC2=CC(=C(C=C12)NC(\C=C\CN1CCN(CC1)C(CCCNC1=C2C(N(C(C2=CC=C1)=O)C1C(NC(CC1)=O)=O)=O)=O)=O)OC (E)-N-(4-((3-chloro-4-fluorophenyl)amino)-7-methoxyquinazolin-6-yl)-4-(4-(4-((2-(2,6-dioxopiperidin-3-yl)-1,3-dioxoisoindolin-4-yl)amino)butanoyl)piperazin-1-yl)but-2-enamide